BrC1=CC=CC2=C1N(C(=N2)C)CCCN(C(OC(C)(C)C)=O)C tert-butyl N-[3-(7-bromo-2-methyl-benzimidazol-1-yl)propyl]-N-methyl-carbamate